C(C1=C(C(=CC(=C1)C(CC(C)(C)C)(C)C)N1N=C2C(=N1)C=CC=C2)O)C2=C(C(=CC(=C2)C(CC(C)(C)C)(C)C)N2N=C1C(=N2)C=CC=C1)O 2,2'-Methylen-bis[4-(1,1,3,3-tetramethylbutyl)-6-benzotriazol-2-ylphenol]